(S)-6-(7-((5-(1-Amino-1,3-dihydrospiro[indene-2,4'-piperidine]-1'-yl)-6-(hydroxymethyl)pyrazin-2-yl)thio)-8-chloroimidazo[1,2-a]pyridin-2-yl)-N-methylpicolinamide N[C@@H]1C2=CC=CC=C2CC12CCN(CC2)C=2N=CC(=NC2CO)SC2=C(C=1N(C=C2)C=C(N1)C1=CC=CC(=N1)C(=O)NC)Cl